COC([C@H]1N(CC(C1)O)C(=O)OC(C)(C)C)=O N-Boc-4-hydroxy-L-proline methyl ester